1,2-dideoxy-D-erythro-pentitol CC[C@H](O)[C@H](O)CO